Propargylhydroxylamine hydrochloride Cl.C(C#C)NO